BrC1([C@@H]2N([C@H](C(S2)(C)C)C(=O)O)C1=O)Br 6,6-dibromo-penicillanic acid